(S)-(4,4-difluoro-1-methylpyrrolidin-2-yl)methanol FC1(C[C@H](N(C1)C)CO)F